(-)-(S)-2-(2',5'-Difluoro-[1,1'-biphenyl]-4-yl)-N-methyl-N-(4-methyl-5-(S-methylsulfonimidoyl)thiazol-2-yl)acetamide FC1=C(C=C(C=C1)F)C1=CC=C(C=C1)CC(=O)N(C=1SC(=C(N1)C)[S@](=O)(=N)C)C